N1(C=NC=C1)CC1=CC(=C2CCN(C(C2=C1)=O)C1=NC=NC2=CC(=C(C=C12)OC)OCC)C=1C(=NN(C1)C)C(F)(F)F 7-((1H-imidazol-1-yl)methyl)-2-(7-ethoxy-6-methoxyquinazolin-4-yl)-5-(1-methyl-3-(trifluoromethyl)-1H-pyrazol-4-yl)-3,4-dihydroisoquinolin-1(2H)-one